methyl 3,4-dimethoxy-2,5-dimethylbenzoate COC=1C(=C(C(=O)OC)C=C(C1OC)C)C